The molecule is a naphthalenesulfonic acid in which the sulfo group is linked to position 2 of the naphthalene ring. It has a role as an environmental contaminant and a xenobiotic. C1=CC=C2C=C(C=CC2=C1)S(=O)(=O)O